N1(CCC1)CC1=CC(=C(C=C1)N1C=NC(=C1)C1=NC(=NC=C1C(F)(F)F)N[C@H]1[C@@H](CN(CC1)S(=O)(=O)C)F)Cl 4-(1-(4-(azetidin-1-ylmethyl)-2-chlorophenyl)-1H-imidazol-4-yl)-N-((3r,4r)-3-fluoro-1-(methylsulfonyl)piperidin-4-yl)-5-(trifluoromethyl)pyrimidin-2-amine